O-(Benzotriazol-1-yl)-N,N,N',N'-tetramethyluronium tetrafluoroborat F[B-](F)(F)F.N1(N=NC2=C1C=CC=C2)OC(=[N+](C)C)N(C)C